OC(C)(C)C1=CC=C(COC=2C(C=C(OC2)CN2CC3=CC=C(C=C3CC2)OC)=O)C=C1 5-((4-(2-hydroxypropan-2-yl)benzyl)oxy)-2-((6-methoxy-3,4-dihydroisoquinolin-2(1H)-yl)methyl)-4H-pyran-4-one